(R)-5-methoxy-6-(3-(1-methyl-1H-pyrazol-3-yl)phenyl)-2-(morpholin-3-ylmethoxy)-N-(pyridin-4-yl)pyrimidin-4-amine COC=1C(=NC(=NC1C1=CC(=CC=C1)C1=NN(C=C1)C)OC[C@@H]1NCCOC1)NC1=CC=NC=C1